(6-(4-fluorophenyl)pyridazin-3-yl)(3-(4-methyl-6-((5-methyl-1H-pyrazol-3-yl)amino)pyrimidin-2-yl)-3,8-diazabicyclo[3.2.1]octane-8-yl)methanone FC1=CC=C(C=C1)C1=CC=C(N=N1)C(=O)N1C2CN(CC1CC2)C2=NC(=CC(=N2)C)NC2=NNC(=C2)C